O=C1NN(C2=CC=CC=C12)C(=O)OC(C)(C)C tert-butyl 3-oxo-2,3-dihydro-1H-indazole-1-carboxylate